C(C)[C@@H]1N(C[C@H](N(C1)C(C)C=1C=CC2=C(N(C(O2)=O)C)C1)CC)C=1C2=C(N(C(N1)=O)C)C=CC(=N2)C#N 4-((2s,5r)-2,5-diethyl-4-(1-(3-methyl-2-oxo-2,3-dihydrobenzo[d]oxazol-5-yl)ethyl)piperazin-1-yl)-1-methyl-2-oxo-1,2-dihydropyrido[3,2-d]pyrimidine-6-carbonitrile